(S)-N-(1-(6-(4-fluoro-1H-pyrazol-1-yl)pyridin-3-yl)ethyl)-5-(4-methyl-6-((5-methyl-1H-pyrazol-3-yl)amino)pyrimidin-2-yl)thiophene-2-carboxamide FC=1C=NN(C1)C1=CC=C(C=N1)[C@H](C)NC(=O)C=1SC(=CC1)C1=NC(=CC(=N1)C)NC1=NNC(=C1)C